FC=1C=C(C#N)C=CC1N1CCC(CC1)SC1=NC=C(C=C1)C=O 3-fluoro-4-(4-((5-formylpyridin-2-yl)thio)piperidin-1-yl)benzonitrile